4-(aminomethyl)-6-(5-(2-chlorophenoxy)pyridin-3-yl)phthalazin-1(2H)-one NCC1=NNC(C2=CC=C(C=C12)C=1C=NC=C(C1)OC1=C(C=CC=C1)Cl)=O